N-(7-fluoro-1H-indol-3-yl)-4-phenylpiperazine-1-carboxamide FC=1C=CC=C2C(=CNC12)NC(=O)N1CCN(CC1)C1=CC=CC=C1